OCCN1C(N(C(N(C1=O)CCO)=O)CCO)=O 1,3,5-Tris(2-hydroxyethyl)-s-triazin-2,4,6(1H,3H,5H)-trion